4-fluoro-1-(1-tritylimidazol-4-yl)-6,7-dihydro-5H-cyclopenta[c]Pyridine-6-carbaldehyde FC=1C2=C(C(=NC1)C=1N=CN(C1)C(C1=CC=CC=C1)(C1=CC=CC=C1)C1=CC=CC=C1)CC(C2)C=O